4-(2-fluorophenyl)-1,2,3,6-tetrahydropyridine hydrochloride Cl.FC1=C(C=CC=C1)C=1CCNCC1